ClC(COCOCC(Cl)Cl)Cl bis(2,2-dichloroethoxy)methane